N[C@@H](C(=O)N[C@H](C(=O)N[C@H](CCCCN)C1=NC(=NO1)CC1=CC=CC=C1)CC1=C(C=C(C=C1C)O)C)CCCNC(=N)N (R)-2-amino-N-((S)-1-(((R)-5-amino-1-(3-benzyl-1,2,4-oxadiazol-5-yl)pentyl)amino)-3-(4-hydroxy-2,6-dimethylphenyl)-1-oxopropan-2-yl)-5-guanidino-valeramide